N-[[6-(4-hydroxy-4-methyl-pentanoyl)-6-azaspiro[2.5]octan-2-yl]methyl]furo[2,3-c]pyridine-2-carboxamide OC(CCC(=O)N1CCC2(C(C2)CNC(=O)C2=CC=3C(=CN=CC3)O2)CC1)(C)C